N-(5-((4-(1-methyl-1H-1,2,4-triazol-3-yl)-2-(methylsulfonyl)phenyl)amino)-6-propionylpyridazin-3-yl)cyclopropanecarboxamide CN1N=C(N=C1)C1=CC(=C(C=C1)NC=1C=C(N=NC1C(CC)=O)NC(=O)C1CC1)S(=O)(=O)C